C1(CC1)CNC[C@@H](C(=O)N1CCN(CC1)C=1C2=C(N=CN1)[C@H](C[C@H]2C)O)C2=CC(=C(C=C2)C(F)(F)F)F (S)-3-(cyclopropylmethylamino)-2-(3-fluoro-4-(trifluoromethyl)phenyl)-1-(4-((5R,7S)-7-hydroxy-5-methyl-6,7-dihydro-5H-cyclopenta[d]pyrimidin-4-yl)piperazin-1-yl)propan-1-one